6-((endo-8-Azabicyclo[3.2.1]octan-3-yl)oxy)-N-(4-([1,2,4]triazolo[1,5-c]pyrimidin-7-yloxy)-3-methylphenyl)quinazolin-4-amine C12CC(CC(CC1)N2)OC=2C=C1C(=NC=NC1=CC2)NC2=CC(=C(C=C2)OC2=CC=1N(C=N2)N=CN1)C